FC=1C(=C(C=CC1)C1CCN(CC1)C(=O)C1=NNC=2CN(CCC21)C(=O)OC(C)(C)C)C(F)(F)F tert-butyl 3-(4-(3-fluoro-2-(trifluoromethyl)phenyl)piperidine-1-carbonyl)-1,4,5,7-tetrahydro-6H-pyrazolo[3,4-c]pyridine-6-carboxylate